NC1=NC(=CC(=C1C(=O)N)C)C 2-amino-4,6-dimethyl-3-pyridinecarboxamide